C(C)(C)(C)OC(N[C@@H]1[C@@H](CCC1)NC1=NC2=CC=C(C=C2C=N1)Br)=O ((1S,2R)-2-((6-bromoquinazolin-2-yl)amino)cyclopentyl)carbamic acid tert-butyl ester